BrC=1C(=NC(=NC1)NC1=C(C=C(C(=C1)C=1C=NN(C1)C)N1CCC(CC1)N1CCNCC1)OC1CC1)NC=1C(=C2N=CC=NC2=CC1)P(C)(C)=O (6-((5-bromo-2-((2-cyclopropyloxy-5-(1-methyl-1H-pyrazol-4-yl)-4-(4-(piperazine-1-yl)piperidin-1-yl)phenyl)amino)pyrimidin-4-yl)amino)quinoxaline-5-yl)dimethylphosphine oxide